[Cl-].[N+]12(CCCC1)C1CCCC2CC1.[N+]12(CCCC1)C1CCCC2CC1.[Cl-] bis(spiro[bicyclo[3.2.1]octane-8,1'-pyrrolidin]-8-ium) chloride